C[Si](C(O)(C1=CN=CS1)C=1N(C=C(N1)OCC)C)(C)C trimethyl-silyl-(ethoxy(methyl)-1H-imidazol-2-yl)(thiazol-5-yl)methanol